ClC1=NC=C2C(=N1)N(N=C2C(F)(F)F)C2CCOCC2 6-chloro-1-(tetrahydro-2H-pyran-4-yl)-3-(trifluoromethyl)-1H-pyrazolo[3,4-d]pyrimidine